C(C)C1=CC(=C(C(=N1)C)C(=O)O)C(=O)O 6-ethyl-2-methyl-pyridine-3,4-dicarboxylic acid